(1S,2R,3R,5R)-3-((E)-2-(2-amino-3-(methylsulfonyl)quinolin-7-yl)ethenyl)-5-(4-amino-5,6-Dihydro-7H-pyrrolo[2,3-d]pyrimidin-7-yl)cyclopentane-1,2-diol NC1=NC2=CC(=CC=C2C=C1S(=O)(=O)C)/C=C/[C@@H]1[C@H]([C@H]([C@@H](C1)N1CCC2=C1N=CN=C2N)O)O